NC1=NC2=CC=CC=C2C(=C1)C1=CC(=C(C=C1)OC)C 2-Amino-4-(4-methoxyl-3-methylphenyl)-quinoline